FC1(CCC(CC1)[C@@H](C(=O)NC=1C=C2CC(CC2=CC1)(C(NC)=O)N1C(N[C@@H](C1)C(C)C)=O)NC(=O)C1=CC=NN1C)F N-((1S)-1-(4,4-difluorocyclohexyl)-2-((2-((R)-4-isopropyl-2-oxoimidazolidin-1-yl)-2-(methylcarbamoyl)-2,3-dihydro-1H-inden-5-yl)amino)-2-oxoethyl)-1-methyl-1H-pyrazole-5-carboxamide